C(#C)[C@@H]1O[C@H]([C@H]([C@@H]([C@H]1O)O)O)CO (2S,3R,4R,5S,6S)-2-ethynyl-6-(hydroxymethyl)oxane-3,4,5-triol